ClC1=C(C(=CN(C1=O)C)C=1NC2=CC=C(C=C2C1C(C)C)C1CCN(CC1)C(C(=O)N)C)C 2-(4-(2-(5-chloro-1,4-dimethyl-6-oxo-1,6-dihydropyridin-3-yl)-3-isopropyl-1H-indol-5-yl)piperidin-1-yl)propanamide